[Br-].C(C)N1CSC(=C1C)CCO 3-ethyl-5-(2-hydroxyethyl)-4-methyl-thiazole bromide salt